5-Fluoro-4-(4-isopropyl-3-methyl-5-oxo-1,2,4-triazol-1-yl)-2-[(1S)-1-methylbutoxy]benzoic acid FC=1C(=CC(=C(C(=O)O)C1)O[C@H](CCC)C)N1N=C(N(C1=O)C(C)C)C